spiro[cyclopentane-1,6'-pyrrolo[3,2-g]quinazoline]-7'(8'h)-one N1=CN=CC2=CC3=C(C=C12)NC(C31CCCC1)=O